2-(2,6-Dimethyl-4-((5-oxo-4-(4-(trifluoromethyl)phenyl)-4,5-dihydro-1H-1,2,4-Triazol-1-yl)methoxy)phenoxy)-2-methylpropionic acid ethyl ester C(C)OC(C(C)(C)OC1=C(C=C(C=C1C)OCN1N=CN(C1=O)C1=CC=C(C=C1)C(F)(F)F)C)=O